1-[2,4-bis(trifluoromethyl)phenyl]-N-[(3R)-1-methylpiperidin-3-yl]pyrido[3,4-d]pyridazin-4-amine formate C(=O)O.FC(C1=C(C=CC(=C1)C(F)(F)F)C1=C2C(=C(N=N1)N[C@H]1CN(CCC1)C)C=NC=C2)(F)F